[Na].C(CC(=O)OC)(=O)OC dimethyl malonate sodium salt